C(C)P(C1=CC(=C(C=C1)NCC#CC1=C(C2=C(S1)C(=CC=C2)NC2C(CN(CC2)C)F)CC(F)(F)F)OCF)(CC)=O diethyl(4-((3-(7-(((Z)-3-fluoro-1-methylpiperidin-4-yl)amino)-3-(2,2,2-trifluoroethyl)benzo[b]thiophen-2-yl)prop-2-yn-1-yl)amino)-3-(fluoromethoxy)phenyl)phosphine oxide